N[C@H]1CN(CC12CC2)C(=O)OC(C)(C)C tert-butyl (R)-7-amino-5-azaspiro[2.4]heptane-5-carboxylate